(6-(2,4-dioxotetrahydropyrimidin-1(2H)-yl)-5-fluoropyridin-3-yl)methyl methanesulfonate CS(=O)(=O)OCC=1C=NC(=C(C1)F)N1C(NC(CC1)=O)=O